C(C)(=O)C1=C(C2=C(N=C(N=C2)NC2=CC=C(C=C2)N2CCN(CC2)C(=O)OC(C)(C)C)N(C1=O)C1CCCC1)C tert-butyl 4-(4-((6-acetyl-8-cyclopentyl-5-methyl-7-oxo-7,8-dihydropyrido[2,3-d]pyrimidin-2-yl)amino)phenyl)piperazine-1-carboxylate